N-(2-((R)-4-Cyanothiazolidin-3-yl)-2-oxoethyl)-6-((2S,3S)-2,3-dimethyl-morpholino)quinoline-4-carboxamide C(#N)[C@H]1N(CSC1)C(CNC(=O)C1=CC=NC2=CC=C(C=C12)N1[C@H]([C@@H](OCC1)C)C)=O